FC1=CC=C(C=C1)SCC=1N=CN(C1)C1=CC=C(C=C1)C1=NOC(=N1)C(F)(F)F 3-(4-(4-(((4-fluorophenyl)thio)methyl)-1H-imidazol-1-yl)phenyl)-5-(trifluoromethyl)-1,2,4-oxadiazole